Dichloromethyl(phenyl)silane ClC(Cl)[SiH2]C1=CC=CC=C1